(S)-N-(5-([1,2,4]triazolo[1,5-a]pyridin-6-yl)-4-(6-methylpyridin-2-yl)-thiazol-2-yl)-2-amino-4-methylpentanamide N=1C=NN2C1C=CC(=C2)C2=C(N=C(S2)NC([C@H](CC(C)C)N)=O)C2=NC(=CC=C2)C